(4-(4-(benzo[d]thiazol-5-ylamino)quinolin-6-yl)-3-fluorophenyl)(2-methylpiperidin-1-yl)methanone S1C=NC2=C1C=CC(=C2)NC2=CC=NC1=CC=C(C=C21)C2=C(C=C(C=C2)C(=O)N2C(CCCC2)C)F